(4-((tert-butyldimethylsilyl)oxy)butyl)zinc bromide [Br-].[Si](C)(C)(C(C)(C)C)OCCCC[Zn+]